FC=1C=CC=C2C=C(NC(C12)=O)CCCN1CCC(CC1)NC=1C=CC(=NC1)C#N 5-((1-(3-(8-fluoro-1-oxo-1,2-dihydroisoquinolin-3-yl)propyl)piperidin-4-yl)amino)picolinonitrile